[N-](S(=O)(=O)C(F)(F)F)S(=O)(=O)C(F)(F)F.C(C=C)[N+](C)(C)CC=C diallyldimethyl-Ammonium bis(trifluoromethanesulfonyl)imide